N1(CCCCC1)C(=O)[O-] piperidin-1-oate